3-((6-bromochroman-8-yl)methyl)-3,8-diazabicyclo[3.2.1]octane-8-carboxylic acid tert-butyl ester C(C)(C)(C)OC(=O)N1C2CN(CC1CC2)CC=2C=C(C=C1CCCOC21)Br